2-((1-(Methyl-d3)-3-(((S)-tetrahydrofuran-3-yl)oxy)-1H-pyrazol-4-yl)amino)-7-((3R,4R)-4-methyltetrahydrofuran-3-yl)-7H-pyrrolo[2,3-d]pyrimidine-6-carbonitrile C(N1N=C(C(=C1)NC=1N=CC2=C(N1)N(C(=C2)C#N)[C@H]2COC[C@@H]2C)O[C@@H]2COCC2)([2H])([2H])[2H]